5-[1-fluoro-3-hydroxy-7-[(3S)-pyrrolidin-3-yl]-2-naphthyl]-1,1-dioxo-1,2,5-thiadiazolidin-3-one FC1=C(C(=CC2=CC=C(C=C12)[C@H]1CNCC1)O)N1CC(NS1(=O)=O)=O